C(#N)C1(CC1)C1=CC=C(C=C1)N(C1=C(C=CC(=C1)C=1C(=NOC1C)C)C)CC1CC2(C1)CCN(CC2)C(=O)OC(C)(C)C t-Butyl 2-(((4-(1-cyanocyclopropyl)phenyl)(5-(3,5-dimethylisoxazol-4-yl)-2-methylphenyl) amino)methyl)-7-azaspiro[3.5]nonane-7-carboxylate